ClC1=C(C=C(C=C1)OC)C1=CN=C(O1)CSC1=NC(=CC(=N1)N)C(F)(F)F 2-({[5-(2-Chloro-5-methoxyphenyl)-1,3-oxazol-2-yl]methyl}sulfanyl)-6-(trifluoromethyl)pyrimidin-4-amin